FC1=C(C=CC=C1)NC(=O)[C@@H]1[N+](=C(C[C@H]1C1=CC=C(C=C1)C(F)(F)F)C)[O-] trans-N-(2-fluorophenyl)-3,4-dihydro-5-methyl-3-[4-(trifluoromethyl)phenyl]-2H-pyrrole-2-carboxamide 1-oxide